CC(C=O)(COC(CCCCCCCCCCC)=O)C 2,2-dimethyl-3-lauroyloxy-propionaldehyde